4-([1,2,4]triazolo[1,5-a]pyridin-7-yloxy)-2-fluoro-3-(difluoromethyl)aniline N=1C=NN2C1C=C(C=C2)OC2=C(C(=C(N)C=C2)F)C(F)F